CC(C)C1=NC=CC(=N1)N (prop-2-yl)pyrimidin-4-amine